3-(3-(Chloromethyl)-5-fluoropyridin-2-yl)piperidine-2,6-dione ClCC=1C(=NC=C(C1)F)C1C(NC(CC1)=O)=O